2-(2'-hydroxy-3,5-di-tert-amylphenyl)benzotriazole OC1=C(C=C(C=C1C(C)(C)CC)C(C)(C)CC)N1N=C2C(=N1)C=CC=C2